3,6-bis(dimethylamino)acridine zinc chloride [Cl-].[Zn+2].CN(C=1C=CC2=CC3=CC=C(C=C3N=C2C1)N(C)C)C.[Cl-]